Cinnamyl-α-oxiranylbenzylether C(C=CC1=CC=CC=C1)C(C1=CC=CC=C1)(C1OC1)OC(C1=CC=CC=C1)(CC=CC1=CC=CC=C1)C1OC1